(2S)-N-methyl-2-[tetrahydro-5-ethenyl-3-methyl-2-furanyl]glycine tert-Butyl-4-(4-bromo-2,6-difluoro-phenoxy)piperidine-1-carboxylate C(C)(C)(C)C1N(CCC(C1)OC1=C(C=C(C=C1F)Br)F)C(=O)O.CN[C@H](C(=O)O)C1OC(CC1C)C=C